trans-fumarate C(\C=C\C(=O)[O-])(=O)[O-]